NC1=C(C=CC(=C1)Cl)O 2-amino-4-chlorophenol